ClC1=CC=C(C=C1)C1=CC2=C(N=CN(C2=O)[C@@H]2COC[C@H]2O)C(=N1)C=1C=NN(C1)C 6-(4-Chlorophenyl)-3-((3R,4S)-4-hydroxytetrahydrofuran-3-yl)-8-(1-methyl-1H-pyrazol-4-yl)pyrido[3,4-d]pyrimidin-4(3H)-one